C1C2=CC=CC=C2OO1 dioxaindane